5-(1-isopropyl-1H-pyrazol-4-yl)-N2-(3-methoxy-5-(trifluoromethyl)phenyl)-N4-(1,2,3,4-tetrahydroisoquinolin-7-yl)pyrimidine-2,4-diamine C(C)(C)N1N=CC(=C1)C=1C(=NC(=NC1)NC1=CC(=CC(=C1)C(F)(F)F)OC)NC1=CC=C2CCNCC2=C1